C([C@@H]1[C@H]([C@@H]([C@H]([C@H](O1)O[C@H]2[C@@H]([C@H]([C@@H](O[C@H]2C(=O)O)O)OS(=O)(=O)O)O)NS(=O)(=O)O)O)O)O The molecule is an oligosaccharide sulfate consisting of 2-deoxy-2-(sulfoamino)-alpha-D-glucopyranose and 2-O-sulfo-alpha-L-idopyranuronic acid joined in sequence by a (1->4) glycosidic bond. It is an oligosaccharide sulfate, a member of sulfamic acids, a monocarboxylic acid and a disaccharide derivative.